tert-butyl (2-cyanophenyl)carbamate C(#N)C1=C(C=CC=C1)NC(OC(C)(C)C)=O